N1(C=CC=C1)C(=O)OC(C)(C)C tert-butyl pyrrole-1-carboxylate